N-(5-((4-(1-Cyclopropyl-1H-indol-3-yl)-5-(dimethylphosphoryl)pyrimidin-2-yl)amino)-4-methoxy-2-((3aR,6aS)-5-methylhexahydropyrrolo[3,4-c]pyrrol-2(1H)-yl)phenyl)acrylamide C1(CC1)N1C=C(C2=CC=CC=C12)C1=NC(=NC=C1P(=O)(C)C)NC=1C(=CC(=C(C1)NC(C=C)=O)N1C[C@@H]2CN(C[C@@H]2C1)C)OC